1-(2-(4-methoxy-3-(2-morpholinoethoxy)phenyl)-5-methylthiazol-4-yl)ethan-1-ol COC1=C(C=C(C=C1)C=1SC(=C(N1)C(C)O)C)OCCN1CCOCC1